IC=1C=C(C=CC1)[N+](=O)[O-] 3-iodo-1-nitrobenzene